3-fluoro-5-((4-methylphenyl)sulfonylamino)-N-(pyridin-3-ylmethyl)benzamide FC=1C=C(C(=O)NCC=2C=NC=CC2)C=C(C1)NS(=O)(=O)C1=CC=C(C=C1)C